C(C=C)[Si](C1=CC=CC=C1)(C1=CC=CC2=CC=CC=C12)C allyl-(methyl)-1-naphthyl-(phenyl)silane